2-methyltoluenesulfonate CC1=C(CS(=O)(=O)[O-])C=CC=C1